C(C)(C)(C)OC(=O)N1[C@@H](CN(CC1)CCOC1=C(C=C(C=C1)N1C(N(C(C1(C)C)=O)C1=CC(=C(C=C1)C#N)C(F)(F)F)=S)CCF)C (R)-4-(2-(4-(3-(4-cyano-3-(trifluoromethyl)phenyl)-5,5-dimethyl-4-oxo-2-thioxoimidazolidin-1-yl)-2-(2-fluoroethyl)phenoxy)ethyl)-2-methylpiperazine-1-carboxylic acid tert-butyl ester